NCC=1C=C(C=CC1)C=1C=CC2=C(C(=C(O2)CO)COC2=C(C=CC(=C2)OC)CC(=O)OCC)C1 ethyl 2-(2-((5-(3-(aminomethyl)phenyl)-2-(hydroxymethyl)benzofuran-3-yl)methoxy)-4-methoxyphenyl)acetate